C(C1=CC=CC=C1)SC(CNC(=O)C1CC1)=O N-[2-(benzylsulfanyl)-2-oxoethyl]cyclopropanecarboxamide